tert-butyl (2S)-4-[4-chloro-7-(7-fluoro-2-methylindazol-5-yl)-1,8-naphthyridin-3-yl]-2-methylpiperazine-1-carboxylate ClC1=C(C=NC2=NC(=CC=C12)C1=CC2=CN(N=C2C(=C1)F)C)N1C[C@@H](N(CC1)C(=O)OC(C)(C)C)C